COC1=C(C=C(C=C1)C1=CC=C(C=C1)CC(=O)OC)S(NC=1C=C2C(=NC1)CNC2=O)(=O)=O Methyl 2-(4'-methoxy-3'-(N-(5-oxo-6,7-dihydro-5H-pyrrolo[3,4-b]pyridin-3-yl)sulfamoyl)-[1,1'-biphenyl]-4-yl)acetate